ClC=1C(=NC(=NC1)NC1CCOCC1)C1=CC=C2CN(C(C2=C1)=O)CC(N1CCN(CC1)C1=CC=CC=C1)=O 6-{5-chloro-2-[(oxan-4-yl)amino]pyrimidin-4-yl}-2-[2-oxo-2-(4-phenylpiperazin-1-yl)ethyl]-2,3-dihydro-1H-isoindol-1-one